N-(6-chloro-1,3-benzothiazol-2-yl)adamantane-2-carboxamide ClC1=CC2=C(N=C(S2)NC(=O)C2C3CC4CC(CC2C4)C3)C=C1